(1r,3r)-3-(3-(6-formyl-1-oxo-4-(trifluoromethyl)isoindolin-2-yl)phenyl)-3-((4-methyl-4H-1,2,4-triazol-3-yl)methyl)cyclobutane-1-carbonitrile C(=O)C1=CC(=C2CN(C(C2=C1)=O)C=1C=C(C=CC1)C1(CC(C1)C#N)CC1=NN=CN1C)C(F)(F)F